N(=[N+]=[N-])CCCCC[C@](N)(C)C(=O)O 2-(5'-azidopentyl)alanine